(3aR,5s,6aS)-N-(6-(2,5-difluoro-4-methoxyphenyl)-4-(trifluoromethyl)pyridazin-3-yl)-2-((tetrahydro-2H-pyran-4-yl)methyl)octahydro-cyclopenta[c]pyrrol-5-amine FC1=C(C=C(C(=C1)OC)F)C1=CC(=C(N=N1)NC1C[C@@H]2[C@@H](CN(C2)CC2CCOCC2)C1)C(F)(F)F